CC1=C(C=C(C=C1O)C=CC=CCCCCCCCCCCC)O 2-Methyl-5-pentadeca-1,3-dienylbenzene-1,3-diol